CCCCCCCC/C=C\CCCCCCCC(=O)O[C@H](COC(=O)CCCCCCCCCCC/C=C\C/C=C\CCCCC)COP(=O)([O-])OCC[N+](C)(C)C 1-(13Z,16Z-docosadienoyl)-2-(9Z-octadecenoyl)-glycero-3-phosphocholine